(Z)-3-((1H-pyrrolo[3,2-b]pyridin-2-yl)methylene)-7-fluoro-5-(8-methyl-2,3-dihydro-1H-pyrido[2,3-b][1,4]oxazin-7-yl)indolin-2-one N1C(=CC2=NC=CC=C21)\C=C\2/C(NC1=C(C=C(C=C21)C2=C(C1=C(OCCN1)N=C2)C)F)=O